BrC1=NC(=C2N1CCN(C2=O)CC2=CC=C(C=C2)OC)C(F)(F)F 3-bromo-7-(4-methoxybenzyl)-1-(trifluoromethyl)-6,7-dihydroimidazo[1,5-a]Pyrazin-8(5H)-one